OCCCN1C=C(C=2N(C(C=CC21)=O)C)C2=CC(=CC(=C2)OC2=CC=C(C=C2)C(F)(F)F)C 1-(3-hydroxypropyl)-4-methyl-3-{3-methyl-5-[4-(trifluoromethyl)phenoxy]phenyl}-1H,4H,5H-pyrrolo[3,2-b]pyridin-5-one